CN1CCN(CC1)CCCC(=O)N (3-(4-methylpiperazin-1-yl)propyl)carboxamide